2-fluoro-1-methylethyltri-n-propoxysilane FCC(C)[Si](OCCC)(OCCC)OCCC